tert-butyl (3R)-3-[tert-butoxycarbonyl[2-(3-fluorophenyl)-8-isopropenyl-pyrazolo[1,5-a][1,3,5]triazin-4-yl]amino]-1,2,3,4-tetrahydrocarbazole-9-carboxylate C(C)(C)(C)OC(=O)N([C@@H]1CCC=2N(C3=CC=CC=C3C2C1)C(=O)OC(C)(C)C)C1=NC(=NC=2N1N=CC2C(=C)C)C2=CC(=CC=C2)F